ClC=1C=C(C=CC1F)NC1=NC=2N(C=C1)N=CC2NC(=O)NC2=NC(N(C=C2F)C2OC(C(C2O)O)C)=O (5-((3-chloro-4-fluorophenyl)amino)pyrazolo[1,5-a]pyrimidin-3-yl)-3-(1-(3,4-dihydroxy-5-methyltetrahydrofuran-2-yl)-5-fluoro-2-oxo-1,2-dihydropyrimidin-4-yl)urea